tert-butyl 4-(4-fluoropyridin-2-yl)-2,3-dihydroindole-1-carboxylate FC1=CC(=NC=C1)C1=C2CCN(C2=CC=C1)C(=O)OC(C)(C)C